ClC=1C(=NC(=NC1)NC=1C=C(C(=C(C1)NC(C)=O)N(CC)CCN(C)C)F)C1=CN(C2=CC=CC=C12)C N-(5-((5-chloro-4-(1-methyl-1H-indol-3-yl)pyrimidin-2-yl)amino)-2-((2-(dimethylamino)ethyl)(ethyl)amino)-3-fluorophenyl)acetamide